4'-((2-butyl-4-oxo-1,3,8-triazaspiro[4.5]dec-1-en-3-yl)methyl)-N-(4,5-dimethylisoxazol-3-yl)-2'-(ethoxymethyl)-[1,1'-biphenyl]-2-sulfonamide C(CCC)C1=NC2(C(N1CC1=CC(=C(C=C1)C=1C(=CC=CC1)S(=O)(=O)NC1=NOC(=C1C)C)COCC)=O)CCNCC2